C(C)C(CC)(CC)C 3-Ethyl-3-methylpentan